C(C)(=O)N[C@H](C(=O)N1[C@@H](C[C@H](C1)O)C(=O)NCC1=C(C=C(C=C1)C1=C(N=CS1)C)OCCCl)C(C)(C)C (2S,4r)-1-((S)-2-acetamido-3,3-dimethylbutyryl)-N-(2-(2-chloroethoxy)-4-(4-methylthiazol-5-yl)benzyl)-4-hydroxypyrrolidine-2-carboxamide